C(#N)C=1C=NN(C1)C1=C(C=C(C=C1)[N+](=O)[O-])S(=O)(=O)N 2-(4-cyano-1H-pyrazol-1-yl)-5-nitrobenzenesulfonamide